CC=1C=C(N)C=C(C1C)[N+](=O)[O-] 3,4-dimethyl-5-nitroaniline